11,14-Dihydroxyheptadecanoic acid OC(CCCCCCCCCC(=O)O)CCC(CCC)O